C[C@H]1CN(CCN1CC1CC1)C(=O)C=1C=C(CN2C(NC(C3=CC=CC=C23)=O)=O)C=CC1F (S)-1-(3-(3-methyl-4-(cyclopropylmethyl)piperazine-1-carbonyl)-4-fluorobenzyl)quinazoline-2,4(1H,3H)-dione